Methyl 5-(5-fluorothiophen-2-yl)-2-(methylthio)oxazole-4-carboxylate FC1=CC=C(S1)C1=C(N=C(O1)SC)C(=O)OC